5-(pyridin-4-yl)-N-(2-(4-(thiazol-2-ylmethyl)piperazin-1-yl)-5-(trifluoromethyl)phenyl)furan-2-carboxamide N1=CC=C(C=C1)C1=CC=C(O1)C(=O)NC1=C(C=CC(=C1)C(F)(F)F)N1CCN(CC1)CC=1SC=CN1